5-(7-bromo-2-chloro-8-fluoro-6-iodo-quinazolin-4-yl)-N,N-dimethyl-4,6,7,8-tetrahydropyrazolo[1,5-a][1,4]diazepine-2-carboxamide BrC1=C(C=C2C(=NC(=NC2=C1F)Cl)N1CC=2N(CCC1)N=C(C2)C(=O)N(C)C)I